C(C)NC1=CC(=CC(=C1)I)F N-ethyl-3-fluoro-5-iodo-aniline